COC(C)OCCOC 1-methoxy-1-(2-methoxyethoxy)ethane